FC(N1N=CC(=C1)C=1OC2=C(C=C(C=C2C(C1)=O)C)C(C)NC1=C(C(=O)O)C=CC=C1)F 2-[1-[2-[1-(Difluoromethyl)pyrazol-4-yl]-6-methyl-4-oxo-chromen-8-yl]ethylamino]benzoic acid